N1(CCC1)C=1C=CC=2C3(C4=CC=C(C=C4OC2C1)N1CCC1)OC(C1=CC=C(C=C13)OCCCOCCOCCCCCCCl)=O 3',6'-di(azetidin-1-yl)-6-(3-(2-((6-chlorohexyl)oxy)ethoxy)propoxy)-3H-spiro[isobenzofuran-1,9'-xanthen]-3-one